[C@@H]1([C@H](O)[C@H](O)[C@@H](CSCC[C@H](N)C(=O)O)O1)N1C=NC=2C(N)=NC=NC12 S-adenosyl-L-homocystein